O[C@H]1CN(CC1)CCCCOC=1C(=C(C=CC1)C1=C(C=C(C=C1)OCCCN1C[C@@H](CC1)O)C)C (R)-1-(3-((3'-(4-((R)-3-hydroxypyrrolidin-1-yl)butoxy)-2,2'-dimethyl-[1,1'-biphenyl]-4-yl)oxy)propyl)pyrrolidin-3-ol